C1=CCCCC1 1-cyclohexen